[Si](C1=CC=CC=C1)(C1=CC=CC=C1)(C(C)(C)C)O[C@@H]1[C@](COC1)(C)N1CCN(CC1)C=1C=C2C=C(N=CC2=CC1Cl)NC=1C=NN(C1C)C1CC1 |o1:18,19| (3R,4R) or (3S,4S)-6-(4-(4-((tert-butyldiphenylsilyl)oxy)-3-methyltetrahydrofuran-3-yl)piperazin-1-yl)-7-chloro-N-(1-cyclopropyl-5-methyl-1H-pyrazol-4-yl)isoquinolin-3-amine